CC1=CC=CC(=N1)C1=NC=CC(=N1)NC1=NC(=NC=C1)NC1=CC=C(C=C1)N1CC(NCC1)CC(=O)OC methyl 2-[4-[4-[[4-[[2-(6-methyl-2-pyridyl)pyrimidin-4-yl]amino]pyrimidin-2-yl]amino]phenyl]piperazin-2-yl]acetate